C(C)OC(CCCCCCCNC=1C(=C(C(=O)O)C=CC1)C)=O 3-((8-ethoxy-8-oxooctyl)amino)-2-methylbenzoic acid